NCCCC[C@@H](C(=O)OC(C1=CC=CC=C1)(C1=CC=CC=C1)C1=C(C=CC=C1)Cl)NC(=O)OCC1=CC=CC=C1 [(2-chlorophenyl)diphenylmethyl] (2S)-6-amino-2-(benzyloxycarbonylamino)hexanoate